[Cl-].[Cl-].C1(=CC=CC=C1)P(C1=CC=CC=C1)C1=CC=CC=C1.C1(=CC=CC=C1)P(C1=CC=CC=C1)C1=CC=CC=C1.[Cu+2] copper bis(triphenylphosphine) dichloride